C(CCCC)N1C(=CC=C1)C(\C=C\C1=CC=CC=C1)=O (E)-1-(N-amyl-pyrrole-2-yl)-3-phenylpropan-2-en-1-one